ClC=1C=CC2=C(CCC=3C(=NC=CC3)C2=C2CCN(CC2)CCCN2C(C3[C@H]4CC[C@@H](C3C2=O)C4)=O)C1 (4R,7S)-2-(3-(4-(8-chloro-5,6-dihydro-11H-benzo[5,6]-cyclohepta[1,2-b]-pyridin-11-ylidene)-piperidin-1-yl)-propyl)hexahydro-1H-4,7-methanoisoindole-1,3(2H)-dione